(5-((1r,4r)-4-hydroxybicyclo[2.2.1]hept-1-yl)-1,2,4-oxadiazol-3-yl)benzoic acid methyl ester COC(C1=C(C=CC=C1)C1=NOC(=N1)C12CCC(CC1)(C2)O)=O